C(CC)OC(C(C)(F)F)=O.FC([C@H](C)O)(F)C1=CC=C(C=C1)CC(=O)NC1=CC=C(C=C1)C1=NC=CN=C1C1=C(C=CC=C1)CC (S)-2-(4-(1,1-difluoro-2-hydroxypropyl)phenyl)-N-(4-(3-(2-ethylphenyl)pyrazin-2-yl)phenyl)acetamide propyl-2,2-difluoropropionate